(S)-6-(((2-methyl-2H-indazol-7-yl)(1-(1-(trifluoromethyl)cyclopropyl)-1H-1,2,3-triazol-4-yl)methyl)amino)-4-(neopentylamino)quinoline-3,8-dicarbonitrile CN1N=C2C(=CC=CC2=C1)[C@@H](C=1N=NN(C1)C1(CC1)C(F)(F)F)NC=1C=C2C(=C(C=NC2=C(C1)C#N)C#N)NCC(C)(C)C